NC=1N=CC(=NC1OC(C)C1=C(C(=CC=C1Cl)F)Cl)C=1C=C(C(=O)NC[C@@H](CN2CCOCC2)O)C=CC1 3-{5-amino-6-[1-(2,6-dichloro-3-fluoro-phenyl)-ethoxy]-pyrazin-2-yl}-N-((S)-2-hydroxy-3-morpholin-4-yl-propyl)-benzamide